N-(1'-((1s,4s)-4-isopropylcyclohexyl)-2-(2-(methylsulfonamido)ethyl)-3-oxo-2,3-dihydro-1H-spiro[isoquinoline-4,4'-piperidin]-7-yl)acetamide C(C)(C)C1CCC(CC1)N1CCC2(CC1)C(N(CC1=CC(=CC=C12)NC(C)=O)CCNS(=O)(=O)C)=O